C(C)C1=C(C(=O)O)C(=CN=C1Cl)C Ethyl-2-chloro-5-methyl-isonicotinic acid